F[C@H]1[C@@H]2CCCC(C[C@H]1N(C=1N=CC(=NC1)C1=C(C=C(C=C1)C1=CC=NN1)O)C)N2 2-(5-{[(1S,2S,3R)-2-fluoro-9-azabicyclo[3.3.1]nonan-3-yl](methyl)amino}pyrazin-2-yl)-5-(1H-pyrazol-5-yl)phenol